C(C)C1N(CC12NC(CC2)=O)CC2=C(C(=NC=C2)NC2=C(C(=CC=C2)C2=NC=CC(=C2Cl)C2=NC(=C(C=C2)CNCCO)OC)Cl)F Ethyl-2-((2-((2-chloro-3-(3'-chloro-5-(((2-hydroxyethyl)amino)methyl)-6-methoxy-[2,4'-bipyridin]-2'-yl)phenyl)amino)-3-fluoropyridin-4-yl)methyl)-2,5-diazaspiro[3.4]octan-6-one